ClC1=C(C(=CC=C1)C1=CC=CC=C1)C(=O)NCC1(NC(NC1=O)=O)C1(CC1)F chloro-N-{[4-(1-fluorocyclopropyl)-2,5-dioxoimidazolidin-4-yl]methyl}[biphenyl]-2-carboxamide